3-methyl-5-(8-((8-methyl-3,8-diazabicyclo[3.2.1]Oct-3-yl)methyl)isochroman-6-yl)-1H-pyrrolo[2,3-b]pyridine CC1=CNC2=NC=C(C=C21)C=2C=C1CCOCC1=C(C2)CN2CC1CCC(C2)N1C